N-[[5-[5-(difluoromethyl)-1,3,4-oxadiazol-2-yl]-2-pyridinyl]methyl]-1-imino-2-methyl-1-oxo-N-phenyl-1,4-thiazine-4-carboxamide FC(C1=NN=C(O1)C=1C=CC(=NC1)CN(C(=O)N1C=C(S(C=C1)(=O)=N)C)C1=CC=CC=C1)F